O=C1N(CC=2C=C3C(=CC12)OCC31CCNCC1)[C@H]1C(NC(CC1)=O)=O |r| rac-(R)-3-(7-oxo-5,7-dihydro-2H,6H-spiro[furo[2,3-f]isoindole-3,4'-piperidin]-6-yl)piperidine-2,6-dione